ClC1=NC=C(C(=O)OC)C(=C1)OC methyl 6-chloro-4-methoxynicotinate